C(C)(C)(C)N1CCN(CC1)C(=O)NNS(=O)(=O)C1=CC(=C(C=C1)N)N1CCOCC1 tert-butyl-4-(2-((4-amino-3-morpholinophenyl)sulfonyl)hydrazine-1-carbonyl)piperazine